1-(2,2-difluoroethyl)-N-[(3S,4S)-1,3-dimethyl-4-piperidyl]-6-[3-(2-methoxy-4-methylsulfonyl-anilino)prop-1-ynyl]benzimidazole-4-carboxamide FC(CN1C=NC2=C1C=C(C=C2C(=O)N[C@@H]2[C@H](CN(CC2)C)C)C#CCNC2=C(C=C(C=C2)S(=O)(=O)C)OC)F